BrC=1SC=CC1CC(CO)N(C(OC(C)(C)C)=O)C tert-butyl N-[1-[(2-bromo-3-thienyl)methyl]-2-hydroxy-ethyl]-N-methyl-carbamate